[1,3]THIAZOLE-6,7-DIOL CCCCN=C1N[C@@H]2[C@H]([C@@H]([C@H](O[C@@H]2S1)CO)O)O